3',7'-bis(diethylamino)-N-(2-(2,5-dioxo-2,5-dihydro-1H-pyrrol-1-yl)ethyl)-5-methoxy-3-oxo-3H-dispiro[isobenzofuran-1,10'-dibenzo[b,e]siline-5',1''-silinane]-6-carboxamide C(C)N(C=1C=CC2=C(C1)[Si]1(CCCCC1)C1=C(C23OC(C2=CC(=C(C=C23)C(=O)NCCN2C(C=CC2=O)=O)OC)=O)C=CC(=C1)N(CC)CC)CC